C(C)OC1=CSC(=C1)C1=NC=NC(=C1)NCCC1=C(C=C(C=C1)F)OCC 3-Ethoxy-5-{6-[2-(2-ethoxy-4-fluoro-phenyl)-ethylamino]-pyrimidin-4-yl}-thiophen